[C@@H]1([C@H](O)[C@@H](O)[C@@H](O)[C@H](O1)CO)O[C@@H]1[C@H](C(O)O[C@@H]([C@@H]1O)CO)NC(C)=O β-D-galactosyl-(1-3)-N-acetyl-D-galactosamine